ClC1=C(C(=CC=C1)F)C[C@@H](C(=O)O)F (αS)-2-chloro-α,6-difluoro-benzenepropanoic acid